FCC1(CCOCC1)CN [4-(fluoromethyl)tetrahydropyran-4-yl]methanamine